COC(C1=C(C(=C(C=C1)S(=O)(=O)C)C)C)=O 2,3-dimethyl-4-methylsulfonylbenzoic acid methyl ester